1-Cyclopropyl-4-(2-cyclopropyl-benzyl)-6-(2'-methoxy-4'-methyl-3,4,5,6-tetrahydro-2H-[1,3']bipyridinyl-4-yl)-7-methyl-1,4,6,7-tetrahydro-pyrazolo[4,3-d]pyrimidin-5-one C1(CC1)N1N=CC=2N(C(N(C(C21)C)C2CCN(CC2)C=2C(=NC=CC2C)OC)=O)CC2=C(C=CC=C2)C2CC2